OC1(CN(C1)C1=CC=CC(=N1)CN1N=NC(=C1)C1=C2C(=NC(=C1)C=1C(=C(C#N)C=CC1)C)NC=N2)C 3-(7-(1-((6-(3-hydroxy-3-methylazetidin-1-yl)pyridin-2-yl)methyl)-1H-1,2,3-triazol-4-yl)-3H-imidazo[4,5-b]pyridin-5-yl)-2-methylbenzonitrile